2-(cyclopropanecarbonyl)-7-(2,6-dimethyl-4-prop-1-ynyl-phenyl)-2-azaspiro[3.5]nonane-6,8-dione C1(CC1)C(=O)N1CC2(C1)CC(C(C(C2)=O)C2=C(C=C(C=C2C)C#CC)C)=O